3-fluoro-N-(4-fluoro-2-methyl-1,3-benzoxazol-6-yl)-5-(piperidin-4-yl)thiophene-2-carboxamide FC1=C(SC(=C1)C1CCNCC1)C(=O)NC1=CC2=C(N=C(O2)C)C(=C1)F